(S)-5-((1-(3-oxo-3-(4-(5-(trifluoromethyl)pyrimidin-2-yl)piperazin-1-yl)propoxy)propan-2-yl)amino)-4-(trifluoromethyl)pyridazin-3(2H)-one O=C(CCOC[C@H](C)NC1=C(C(NN=C1)=O)C(F)(F)F)N1CCN(CC1)C1=NC=C(C=N1)C(F)(F)F